2-[[2-[2-oxo-3-(3-oxo-4H-pyrazino[2,3-b][1,4]oxazin-6-yl)-1,3-oxazolidin-5-yl]ethylamino]methyl]-2,3-dihydro-1H-indene-4-carbonitrile O=C1OC(CN1C1=NC2=C(OCC(N2)=O)N=C1)CCNCC1CC=2C=CC=C(C2C1)C#N